FC1=CC=C2C=C(C=NC2=C1)C1=CSC=C1 7-Fluoro-3-thiophen-3-yl-quinoline